4-(2-(difluoromethyl)-1H-benzo[d]imidazol-1-yl)-N-(1-(2-fluorophenyl)-2-methylpropan-2-yl)-6-morpholino-1,3,5-triazin-2-amine FC(C1=NC2=C(N1C1=NC(=NC(=N1)N1CCOCC1)NC(CC1=C(C=CC=C1)F)(C)C)C=CC=C2)F